6-(3-fluoro-5-((4-(pyrrolidin-1-yl)piperidin-1-yl)methyl)phenyl)-1,4-dimethyl-2-(4-(methylsulfonyl)phenyl)-1H-benzo[d]imidazole FC=1C=C(C=C(C1)CN1CCC(CC1)N1CCCC1)C=1C=C(C2=C(N(C(=N2)C2=CC=C(C=C2)S(=O)(=O)C)C)C1)C